CC(C(C12CC(C1)(C2)C2=CC=CC=C2)NC(=O)C=2N=NC=CC2)C N-(2-methyl-1-(3-phenylbicyclo[1.1.1]pentan-1-yl)propyl)pyridazine-3-carboxamide